C(CCCCC)C=1C=C(C(=NC1OC)CCN)OC 2-(5-hexyl-3,6-dimethoxypyridin-2-yl)ethan-1-amine